ClC=1N=CC2=C(N1)N(C(=C2)C(=O)O)C2CCCC2 2-chloro-7-cyclopentyl-7H-pyrrolo[2,3-d]pyrimidine-6-carboxylic acid